O(CC=CC(=O)[O-])CC=CC(=O)[O-] oxybis(methylene)bis-2-propenoate